COC1=C(N(C=N1)C)CO (5-Methoxy-3-methylimidazol-4-yl)methanol